N(=[N+]=[N-])CC1=C2C=CNC2=CC(=C1OC1=CC(=C(C=C1)F)C=1NC(=CN1)C(C)(CCCCC(C#C)(F)F)C1=CC(=CC=C1)Br)F 4-(Azidomethyl)-5-(3-(5-(2-(3-bromophenyl)-7,7-difluoronon-8-yn-2-yl)-1H-imidazol-2-yl)-4-fluorophenoxy)-6-fluoro-1H-indole